6-(piperazin-1-yl)isoindolin-1-one, hydrochloride Cl.N1(CCNCC1)C1=CC=C2CNC(C2=C1)=O